Cl.C[C@H](C(=O)OCC)[C@@H](CC)C1=C2C(NNCC2=CC=C1)=O ethyl (2S,3R)-2-methyl-3-(4-oxo-2,3-dihydro-1H-phthalazin-5-yl)pentanoate hydrochloride